4-(3-Chloro-2-fluoro-6-methoxyphenyl)-N-(4-(2-((S)-3-(dimethylamino)pyrrolidin-1-yl)-2-oxoethyl)-5-oxo-4,5-dihydro-1,3,4-thiadiazol-2-yl)-6-methylnicotinamide ClC=1C(=C(C(=CC1)OC)C1=CC(=NC=C1C(=O)NC=1SC(N(N1)CC(=O)N1C[C@H](CC1)N(C)C)=O)C)F